1,3-bis[2,6-bis(pentan-3-yl)phenyl]-2H-imidazole CCC(CC)C1=C(C(=CC=C1)C(CC)CC)N1CN(C=C1)C1=C(C=CC=C1C(CC)CC)C(CC)CC